FC(OC1=C(C(=CC(=C1)C=1N(N=C2C=C(C=C(C12)C(F)F)C=1C=NN(C1)CCS(=O)(=O)C)C)OC)C(=O)N1CC(C1)(O)C(F)F)F [2-(difluoromethoxy)-4-[4-(difluoromethyl)-2-methyl-6-[1-(2-methylsulfonylethyl)pyrazol-4-yl]indazol-3-yl]-6-methoxyphenyl]-[3-(difluoromethyl)-3-hydroxyazetidin-1-yl]methanone